(S)-2-((4-(6-((7-chloroquinolin-4-yl)methoxy)pyridin-2-yl)piperidin-1-yl)methyl)-1-((oxetan-2-yl)methyl)-1H-benzo[d]imidazole-6-carboxylate ClC1=CC=C2C(=CC=NC2=C1)COC1=CC=CC(=N1)C1CCN(CC1)CC1=NC2=C(N1C[C@H]1OCC1)C=C(C=C2)C(=O)[O-]